methylene bis-laurate C(CCCCCCCCCCC)(=O)OCOC(CCCCCCCCCCC)=O